sulfonylamide ammonium salt [NH4+].S(=O)(=O)=[N-]